CC(C)(C#CC(C)(OOC(C)(C)C)C)OOC(C)(C)C 2,5-dimethyl-2,5-bis(tertiarybutylperoxy)hexyne